3-((7-((R)-3-cyclohexyl-2-methylpropanoyl)-10-hydroxy-7-azaspiro[4.5]decan-10-yl)methyl)-6-(2-fluorophenyl)pyrimidin-4(3H)-one C1(CCCCC1)C[C@H](C(=O)N1CC2(CCCC2)C(CC1)(O)CN1C=NC(=CC1=O)C1=C(C=CC=C1)F)C